4-methyl-3-[3-(trifluoromethyl)isoxazol-5-yl]aniline CC1=C(C=C(N)C=C1)C1=CC(=NO1)C(F)(F)F